FC=1C=CC=2C3=C(NC(C2C1)=O)CS(CC3NC)(=O)=O 8-Fluoro-1-(methylamino)-1,5-dihydro-2H-thiopyrano[3,4-c]isoquinolin-6(4H)-one 3,3-dioxide